COC(=O)C=1C=2N(C=CC1)C=CN2 imidazo[1,2-a]pyridine-8-carboxylic acid methyl ester